O1CCC(CC1)C1=NC2=CC=CC=C2C(N1)=O 2-(tetrahydro-2H-pyran-4-yl)quinazolin-4(3H)-one